dimethylsilyl-bis(ethylindenyl)zirconium dibromide [Br-].[Br-].C[SiH](C)[Zr+2](C1C(=CC2=CC=CC=C12)CC)C1C(=CC2=CC=CC=C12)CC